((1r,3r)-3-((5-(8-fluoroimidazo[1,2-a]pyridin-6-yl)-7H-pyrrolo[2,3-d]pyrimidin-2-yl)amino)-1-methylcyclobutyl)(pyrrolidin-1-yl)methanone FC=1C=2N(C=C(C1)C1=CNC=3N=C(N=CC31)NC3CC(C3)(C)C(=O)N3CCCC3)C=CN2